FC1=CC=C(C=C1)C(=O)N1[C@@H](C=2N(CC1)C(=NN2)C2=NC(=NN2)C)C (R)-(4-fluorophenyl)(8-methyl-3-(3-methyl-1H-1,2,4-triazol-5-yl)-5,6-dihydro-[1,2,4]triazolo[4,3-a]pyrazin-7(8H)-yl)methanone